ClC=1SC=2C(=NC=CC2)N1 2-chlorothiazolo[4,5-b]pyridine